C1(CCCC1)N(CCCO)CC#N (cyclopentyl(3-hydroxypropyl)amino)acetonitrile